4,4'-biphenylhexacarboxylate C1(=C(C(=C(C(=C1C(=O)[O-])C(=O)[O-])C1=CC=C(C=C1)C(=O)[O-])C(=O)[O-])C(=O)[O-])C(=O)[O-]